N-[1-(2-methoxyethyl)pyrazol-3-yl]-2-(3-oxabicyclo[3.1.0]hexan-6-yl)imidazo[1,2-a]pyrazine-6-carboxamide COCCN1N=C(C=C1)NC(=O)C=1N=CC=2N(C1)C=C(N2)C2C1COCC21